5-(4-((2-butyramidopyridin-4-yl)methyl)piperazin-1-yl)-3-fluoro-N-methylpicolinamide C(CCC)(=O)NC1=NC=CC(=C1)CN1CCN(CC1)C=1C=C(C(=NC1)C(=O)NC)F